8-((4-((4-fluoro-2-methylphenyl)((tetrahydrofuran-2-yl)methyl)amino)cyclohexyl)(methyl)amino)-5-methyl-6-oxo-5,6-dihydro-1,5-naphthyridine-2,7-dicarbonitrile FC1=CC(=C(C=C1)N(C1CCC(CC1)N(C1=C(C(N(C=2C=CC(=NC12)C#N)C)=O)C#N)C)CC1OCCC1)C